(isopropylisoquinolin-3-yl)-naphthoic acid ethyl ester C(C)OC(=O)C1=C(C=CC2=CC=CC=C12)C=1N=C(C2=CC=CC=C2C1)C(C)C